4-(3-hydroxyphenyl)piperazine-1-carboxylic acid ethyl ester C(C)OC(=O)N1CCN(CC1)C1=CC(=CC=C1)O